8-(4-(methoxy)phenyl)-N-(3-(methoxy)phenyl)quinazolin-2-amine COC1=CC=C(C=C1)C=1C=CC=C2C=NC(=NC12)NC1=CC(=CC=C1)OC